N(=C=S)C1=CC=C(CNCCNCCN)C=C1 1-(para-isothiocyanatobenzyl)-diethylenetriamine